Ethyl 1-tert-butoxycarbonyl-4-((3-chloro-4-fluorophenyl) amino)-1H-pyrrolo[2,3-b]pyridine-2-carboxylate C(C)(C)(C)OC(=O)N1C(=CC=2C1=NC=CC2NC2=CC(=C(C=C2)F)Cl)C(=O)OCC